C(#N)C1(CC1)NS(=O)(=O)C1=CC=C2C3=C(N(C2=C1)C=1SC(=NN1)C(F)F)N=CN=C3N3CC1C(C3)CN(C1)C(=O)N(C)C 5-(7-(N-(1-Cyanocyclopropyl)sulfamoyl)-9-(5-(difluoromethyl)-1,3,4-thiadiazol-2-yl)-9H-pyrimido[4,5-b]indol-4-yl)-N,N-dimethylhexahydropyrrolo[3,4-c]pyrrole-2(1H)-carboxamide